2-(4-chloro-2-fluorophenyl)-2,7-diazaspiro[4.4]nonane ClC1=CC(=C(C=C1)N1CC2(CC1)CNCC2)F